C1C(=O)N(C(=O)C1(C(=O)C2=CC(=CC=C2)N3C(=O)C=CC3=O)S(=O)(=O)O)O 3-Maleimidobenzoyl-N-hydroxysulfosuccinimide